4-(3,3-difluoroazetidin-1-yl)-N-(quinolin-8-yl)picolinamide FC1(CN(C1)C1=CC(=NC=C1)C(=O)NC=1C=CC=C2C=CC=NC12)F